ClC1=CC=C(COC2=NN=C(S2)NC(C2=C(N=CC=C2)N2N=NN=C2)=O)C=C1 N-(5-((4-chlorobenzyl)oxy)-1,3,4-thiadiazol-2-yl)-2-(1H-tetrazol-1-yl)nicotinamide